C(C)NC(=O)OCC N-ethyl-urethane